3-(4-((1-(cyclopropylmethyl)-3-phenyl-1H-indazol-6-yl)methoxy)phenyl)butanoic acid C1(CC1)CN1N=C(C2=CC=C(C=C12)COC1=CC=C(C=C1)C(CC(=O)O)C)C1=CC=CC=C1